3-(propargyloxy)-2-propanol C(C#C)OCC(C)O